ClC1=NC=C(C(=C1)C1=C(C=NC(=C1)C)C(=O)NC=1S(C2=C(N1)CNC2)C(C2=NC(=C(C=C2)Cl)C)=O)OC 2'-chloro-N-(S-(5-chloro-6-methylpicolinoyl)-5,6-dihydro-4H-pyrrolo[3,4-d]thiazol-2-yl)-5'-methoxy-6-methyl-[4,4'-bipyridine]-3-carboxamide